[N+](=O)([O-])C=1C=CC2=C(OC[C@@H]3N2CCCC3)C1C#N (R)-3-nitro-6,6a,7,8,9,10-hexahydrobenzo[b]pyrido[1,2-d][1,4]oxazine-4-carbonitrile